12-Ethyl-8-(3-fluorobenzyl)-4-oxa-8,12-diazadispiro[2.1.5.3]tridecan-13-on C(C)N1CC2(OC3(CC3)C1=O)CCN(CC2)CC2=CC(=CC=C2)F